(4S,5R)-4-amino-5-([4-[3-(3-[3-[1-(2,6-dioxopiperidin-3-yl)-3-methyl-2-oxo-1,3-benzodiazol-5-yl]propoxy]propoxy)propyl]phenyl]meth-oxy)hexanamide hydrochloride Cl.N[C@@H](CCC(=O)N)[C@@H](C)OCC1=CC=C(C=C1)CCCOCCCOCCCC1=CC2=C(N(C(N2C)=O)C2C(NC(CC2)=O)=O)C=C1